N-(6-piperazin-1-ylpyridazin-3-yl)-8-piperidin-1-ylpyrido[3,4-d]pyrimidin-2-amine N1(CCNCC1)C1=CC=C(N=N1)NC=1N=CC2=C(N1)C(=NC=C2)N2CCCCC2